C(C)N(C(C1=C(C=CC(=C1)F)C=1C=2N(N=C(C1)C1CCN(CC1)CC1CCC(CC1)NS(=O)(=O)CC)C(=NC2)C)=O)C(C)C N-ethyl-5-fluoro-2-[7-methyl-2-(1-{[(1r,4r)-4-ethanesulfonamidocyclohexyl]methyl}piperidin-4-yl)imidazo[1,5-b]pyridazin-4-yl]-N-(propan-2-yl)benzamide